CC1=CC=CC(=N1)[C@H](C)N (S)-1-(6-methylpyridin-2-yl)ethan-1-amine